C1=CC=CC=2C3=CC=CC=C3C(C12)COC(=O)N[C@H](C(=O)O)CC=1C=NC(=CC1)N1CC(NCC1)=O (S)-2-((((9H-fluoren-9-yl)methoxy)carbonyl)amino)-3-(6-(3-oxopiperazin-1-yl)pyridin-3-yl)propanoic acid